C1(=CC=CC=C1)NC(NC=1C=C(C=CC1NC(=O)NC1=CC=CC=C1)NS(=O)(=O)C1=CC=C(C=C1)OC)=O N-(3,4-bis(3-phenylureido)phenyl)-4-methoxybenzenesulphonamide